S1C=NC2=C1C=CC(=C2)NC2=CC=NC1=CC=C(C=C21)C2=C(C=C(C=C2)C(=O)N2CC1NC(C2)C1)F (4-(4-(benzo[d]thiazol-5-ylamino)quinolin-6-yl)-3-fluorophenyl)(3,6-diazabicyclo[3.1.1]heptan-3-yl)methanone